N6-(2-aminoethyl)-1-methyl-N4-(3-phenoxyphenyl)-1H-pyrazolo[3,4-d]pyrimidine-4,6-diamine NCCNC1=NC(=C2C(=N1)N(N=C2)C)NC2=CC(=CC=C2)OC2=CC=CC=C2